2-(amino(piperidin-4-yl)methyl)-4,5-dichlorophenol NC(C1=C(C=C(C(=C1)Cl)Cl)O)C1CCNCC1